8-chloro-9-(4-phenoxyphenyl)-3,4-dihydropyrido[2,1-c][1,2,4]thiadiazine 2,2-dioxide ClC1=C(C2=NS(CCN2C=C1)(=O)=O)C1=CC=C(C=C1)OC1=CC=CC=C1